2-bromo-6-nitrotoluene BrC1=C(C)C(=CC=C1)[N+](=O)[O-]